C(\C=C\C=C\C)O (E,E)-2,4-hexadien-1-ol